N-cyclopentyl-2,3-dimethoxy-5-(4-nitro-1H-imidazol-1-yl)benzamide C1(CCCC1)NC(C1=C(C(=CC(=C1)N1C=NC(=C1)[N+](=O)[O-])OC)OC)=O